C(C)(C)(C)OC(=O)N1CCCCC1 piperidine-1-carboxylic acid (R)-tert-butyl ester